BrC1=NC=C(C=C1)OCC1=CC=C(C=C1)OC 2-bromo-5-((4-methoxybenzyl)oxy)pyridine